COC1=C2C(C(N(C2=CC=C1)C)(C(=O)OC)C(C)(C=C)C)=O Methyl 4-methoxy-1-methyl-2-(2-methylbut-3-en-2-yl)-3-oxoindoline-2-carboxylate